BrC1=CC(=CC=2C=3N(C(=NC12)CC)C=C(N3)C)C 7-bromo-5-ethyl-2,9-dimethylimidazo[1,2-c]quinazoline